C(C)(C)(C)OCCNO (2-tert-Butoxyethyl)hydroxylamine